(S)-(+)-methyl-2-chloropropionate COC([C@H](C)Cl)=O